C(CCCCCCCCCCCCCCCCC)(=O)[O-].C(CCCCCCCCCCCCCCCCC)(=O)[O-].C(CCCCCCCCCCCCCCCCC)(=O)[O-].[Al+3] aluminum trisstearate